C[Si](C)(C)OC1=C(CC1)O[Si](C)(C)C bis(trimethylsiloxy)cyclobutene